N-(1-propoxyethyl)propionamide C(CC)OC(C)NC(CC)=O